propyl hydroxybenzoate (propyl hydroxybenzoate) C(CC)C=1C(=C(C(=O)O)C=CC1)O.OC1=C(C(=O)OCCC)C=CC=C1